(1S,1'S)-(+)-(2,7-di-tert-butyl-9,9-dimethyl-9H-xanthen-4,5-diyl)bis((2-methoxyphenyl)(phenyl)phosphine) C(C)(C)(C)C1=CC=2C(C3=CC(=CC(=C3OC2C(=C1)P(C1=CC=CC=C1)C1=C(C=CC=C1)OC)P(C1=CC=CC=C1)C1=C(C=CC=C1)OC)C(C)(C)C)(C)C